NC=1C(=NC(=CN1)C=1C=NN(C1)C)C=1C=CC(N(N1)C1=CC(=CC(=C1)C(F)(F)F)OC)=O 6-(3-Amino-6-(1-methyl-1H-pyrazol-4-yl)pyrazin-2-yl)-2-(3-methoxy-5-(trifluoromethyl)phenyl)pyridazin-3(2H)-on